CC1C(CCCC1C)NC(C1=NC=CC(=C1)N1C=NC=C1)=O N-(2,3-dimethylcyclohexyl)-4-(1H-imidazol-1-yl)picolinamide